N-[(2S)-1-[[(2S)-2-amino-5-carbamimidamidopentanoyl]amino]propan-2-yl]-4-[[3-(2,3-difluoro-4-methoxyphenyl)imidazo[1,2-a]pyrazin-8-yl]amino]-2-ethylbenzamide N[C@H](C(=O)NC[C@H](C)NC(C1=C(C=C(C=C1)NC=1C=2N(C=CN1)C(=CN2)C2=C(C(=C(C=C2)OC)F)F)CC)=O)CCCNC(=N)N